1-(2-bromo-6-fluorophenyl)-1H-pyrazole-5-carboxylic acid methyl ester COC(=O)C1=CC=NN1C1=C(C=CC=C1F)Br